FC1=CC=C(C=C1)NC(=O)C1(C(C1)(C)C)C(=O)N N'-(4-fluorophenyl)-2,2-dimethylcyclopropane-1,1-dicarboxamide